CN(C1=C(C=C2CC(C=3C(=C(C(NC3C2=N1)=O)C(=O)O)O)C(C)C)OCCCOC)C 9-(dimethylamino)-4-hydroxy-5-isopropyl-8-(3-methoxypropoxy)-2-oxo-1,2,5,6-tetrahydro-1,10-phenanthroline-3-carboxylic acid